Styryl-quinolinium C(=CC1=CC=CC=C1)[N+]1=CC=CC2=CC=CC=C12